C1(CCCC1)C(=O)OCN1C(CCC2=CC=C(C=C12)CCN1CCN(CC1)C1=CC(=CC=2SC=CC21)F)=O (7-(2-(4-(6-fluorobenzo[b]thiophen-4-yl)piperazin-1-yl)ethyl)-2-oxo-3,4-dihydroquinolin-1(2H)-yl)methyl cyclopentanecarboxylate